(6-aminopyridine-2-yl) (1-methylpiperidine-4-yl) ketone CN1CCC(CC1)C(=O)C1=NC(=CC=C1)N